Trifluoroiodo-silane F[Si](I)(F)F